2-(2,6-dioxopiperidin-3-yl)-5-[[5-(4-[[1-(5-[5-methyl-5H-pyrido[4,3-b]indol-7-yl]pyridin-2-yl)azetidin-3-yl]oxy]piperidin-1-yl)pentyl]oxy]-2,3-dihydro-1H-isoindole-1,3-dione O=C1NC(CCC1N1C(C2=CC=C(C=C2C1=O)OCCCCCN1CCC(CC1)OC1CN(C1)C1=NC=C(C=C1)C=1C=CC=2C3=C(N(C2C1)C)C=CN=C3)=O)=O